FC1(CC1)C(=O)N1C(C2=CC=C(C=C2C1)S(=O)(=O)C)C(=O)NC1=CC=C(C=C1)C(C(F)(F)F)(C(F)(F)F)O 2-[(1-Fluorocyclopropyl)carbonyl]-N-[4-(1,1,1,3,3,3-hexafluoro-2-hydroxypropan-2-yl)phenyl]-5-(methylsulfonyl)-2,3-dihydro-1H-isoindol-1-carboxamid